2-[3-(3-bromophenyl)ureido]-N-(2-hydroxy-ethyl)benzamide BrC=1C=C(C=CC1)NC(NC1=C(C(=O)NCCO)C=CC=C1)=O